N-(3-(Dimethylamino)propyl)-4-oxo-3-(phenylamino)-3,4-dihydroquinazoline-2-carboxamide CN(CCCNC(=O)C1=NC2=CC=CC=C2C(N1NC1=CC=CC=C1)=O)C